CCCCC(CCCCCCCCCCC)O 5-hexadecanol